(3R)-3-(4-{2-[(2,2-difluoroethyl)(isopropyl)carbamoyl]-4-fluorophenyl}-1-methyl-1H-indazol-6-yl)pyrrolidine-1-carboxylic acid tert-butyl ester C(C)(C)(C)OC(=O)N1C[C@H](CC1)C1=CC(=C2C=NN(C2=C1)C)C1=C(C=C(C=C1)F)C(N(C(C)C)CC(F)F)=O